[Br-].CC(C([NH3+])([NH3+])C)(C)C.[Br-] tetramethylethane-diaminium bromide